(4-chloro-1-isopropyl-1H-pyrazol-5-yl)-4-(4-(1-methyl-4-(trifluoromethyl)-1H-imidazol-2-yl)benzyl)oxazolo[5,4-c]pyridine ClC=1C=NN(C1C=1OC=2C(=NC=CC2N1)CC1=CC=C(C=C1)C=1N(C=C(N1)C(F)(F)F)C)C(C)C